3-chloro-5-cyclopropyl-1,2,4-oxadiazole ClC1=NOC(=N1)C1CC1